BrC1=C2C(=CNC2=C(C=C1)CO[Si](C)(C)C(C)(C)C)C 4-bromo-7-{[(tert-butyldimethylsilyl)oxy]methyl}-3-methyl-1H-indole